tert-butyl (propylsulfonyl)carbamate C(CC)S(=O)(=O)NC(OC(C)(C)C)=O